(R)-5-(cyclopropylmethyl)-N-(piperidin-3-yl)-7H-pyrrolo[2,3-d]pyrimidin-4-amine hydrochloride Cl.C1(CC1)CC1=CNC=2N=CN=C(C21)N[C@H]2CNCCC2